N,N-diethyl-N'-methyl-ethylenediamine C(C)N(CCNC)CC